ClC1=NC(=NC2=CC3=C(C=C12)N(C(C3(C(=O)OC)C)=O)C)C methyl 4-chloro-2,6,8-trimethyl-7-oxo-7,8-dihydro-6H-pyrrolo[2,3-g]quinazoline-8-carboxylate